COC1=C(C=C(C(=C1)N1C[C@@H](N([C@@H](C1)C)C)C)C)NC=1N=C(C2=C(N1)NC=C2)NC=2C=CC=C1CCN(C21)S(=O)(=O)C N2-(2-methoxy-5-methyl-4-((3S,5R)-3,4,5-trimethylpiperazin-1-yl)phenyl)-N4-(1-(methylsulfonyl)indolin-7-yl)-7H-pyrrolo[2,3-d]pyrimidine-2,4-diamine